C(C(=C)C)(=O)O.OCCCN1C(CCCC1=O)=O N-hydroxylpropyl-glutarimide methacrylate